C(C=C)(=O)N[C@H]1[C@H](CCC1)NC(=O)C=1SC=2N=CC=C3N(C(NC1C23)=O)C2=CC=C(C=C2)OC2=CC=CC=C2 N-((1S,2R)-2-Acrylamidocyclopentyl)-4-oxo-5-(4-phenoxyphenyl)-4,5-dihydro-3H-1-thia-3,5,8-triazaacenaphthylene-2-carboxamide